C(C[C@@H](C(=[Se])O)N)SSCC[C@@H](C(=O)O)N seleno-homocystine